Cl.CC=1C=2N(C=C(N1)C)N=C(C2)NC(=O)N2CCC=1C2=NC=CC1N1CCNCC1 N-(4,6-dimethylpyrazolo[1,5-a]pyrazin-2-yl)-4-(piperazin-1-yl)-2,3-dihydro-1H-pyrrolo[2,3-b]pyridine-1-carboxamide hydrochloride